BrC1=CC=C(C=C1)C(C(F)(F)F)N(C(C)=O)C N-[1-(4-bromophenyl)-2,2,2-trifluoroethyl]-N-methylacetamide